2-(5-methylisoxazol-3-yl)but-3-yn-2-ol CC1=CC(=NO1)C(C)(C#C)O